ClC1=C(C(=NC(=N1)OCCC1=NC=CC=C1)N1CCOCC1)OC (6-chloro-5-methoxy-2-(2-(pyridin-2-yl)ethoxy)pyrimidin-4-yl)morpholine